(S)-2-(1-(6-(5-(((4-(3,3-difluorocyclobutyl)pyrimidin-2-yl)oxy)methyl)-1-methyl-1H-1,2,3-triazol-4-yl)-2-ethylpyridin-3-yl)-5,5-difluoropiperidin-3-yl)acetic acid FC1(CC(C1)C1=NC(=NC=C1)OCC1=C(N=NN1C)C1=CC=C(C(=N1)CC)N1C[C@H](CC(C1)(F)F)CC(=O)O)F